methyl 7-(1-(adamantan-1-ylmethyl)-5-methyl-1H-pyrazol-4-yl)-3-bromoimidazo[1,2-a]pyridine-8-carboxylate C12(CC3CC(CC(C1)C3)C2)CN2N=CC(=C2C)C2=C(C=3N(C=C2)C(=CN3)Br)C(=O)OC